(3S)-1-(4-isoquinolyl)piperidine-3-carboxylic acid C1=NC=C(C2=CC=CC=C12)N1C[C@H](CCC1)C(=O)O